bis-(3-hydroxyphenyl) phenylboronate C1(=CC=CC=C1)B(OC1=CC(=CC=C1)O)OC1=CC(=CC=C1)O